1-((5-((R)-1,2-dithiolan-3-yl)pentanoyl)oxy)ethyl tert-butyl succinate C(CCC(=O)OC(C)(C)C)(=O)OC(C)OC(CCCC[C@H]1SSCC1)=O